COCC(CCCC(C)C)(CCCCC)COC 6,6-bis(methoxymethyl)-2-methylundecane